2-dicyclohexylphosphino-2'-(N,N'-dimethylamino)biphenyl C1(CCCCC1)P(C1=C(C=CC=C1)C1=C(C=CC=C1)N(C)C)C1CCCCC1